1'-[trans-4-(piperidin-1-ylcarbonyl)cyclohexyl]-4'H,6'H-spiro[1,3-dioxolan-2,5'-[1,2,4]triazolo[4,3-a][1]benzazepine]-8'-carbonitrile N1(CCCCC1)C(=O)[C@@H]1CC[C@H](CC1)C1=NN=C2N1C1=C(CC3(C2)OCCO3)C=C(C=C1)C#N